Tri-azole N1N=NC=C1